ClC1=C(C(=O)NC=2C=NC(=CC2)C2=CC=CC=C2)C=C(C=C1)C#N 2-chloro-5-cyano-N-(6-phenylpyridin-3-yl)benzamide